O=C1C=2N(C=C(N1)C1=CC=3CCCCC3C=C1)N=C(C2)C(=O)OCC ethyl 4-oxo-6-(5,6,7,8-tetrahydronaphthalen-2-yl)-4,5-dihydropyrazolo[1,5-a]pyrazine-2-carboxylate